OCCNC(C(CC=1N(C=CN1)C(C1=CC=CC=C1)(C1=CC=CC=C1)C1=CC=CC=C1)NC(OC(C)(C)C)=O)=O Tert-butyl (1-((2-hydroxyethyl)amino)-1-oxo-3-(1-trityl-1H-imidazol-2-yl) propan-2-yl)carbamate